FC1=CC=C2C(N(C=NC2=C1)CC1(CCN(CC12CCCC2)C([C@@H](CC(F)(F)F)C)=O)O)=O 7-Fluoro-3-((10-hydroxy-7-((R)-4,4,4-trifluoro-2-methylbutanoyl)-7-azaspiro[4.5]decan-10-yl)methyl)quinazolin-4(3H)-one